CS(=O)(=O)C1=CC=C(C=C1)C/1=C(C(O\C1=C/C1=CC=C(C=C1)N1C=CC=C1)=O)C1=CC=CC=C1 (5Z)-4-(4-(methylsulfonyl)phenyl)-3-phenyl-5-(4-(pyrrol-1-yl)benzylidene)furan-2(5H)-one